n-Docosyl cinnamate C(C=CC1=CC=CC=C1)(=O)OCCCCCCCCCCCCCCCCCCCCCC